2-{[2-({2-methoxy-4-[1-(1-propionylpiperidin-4-yl)pyrazol-4-yl]phenyl}amino)-5-(trifluoromethyl)pyrimidin-4-yl]amino}-N-methylbenzamide COC1=C(C=CC(=C1)C=1C=NN(C1)C1CCN(CC1)C(CC)=O)NC1=NC=C(C(=N1)NC1=C(C(=O)NC)C=CC=C1)C(F)(F)F